O=C1N(C(C2=CC=CC=C12)=O)OC(=O)C1(N(C2CC2C1)C(=O)OC(C)(C)C)C1=CC(=CC(=C1)F)F 3-(3,5-difluorophenyl)-2-azabicyclo[3.1.0]hexane-2,3-dicarboxylic acid 2-(tert-butyl) 3-(1,3-dioxoisoindolin-2-yl) ester